NC(C)N1N=C2C(=CC=C(C2=C1)OC)C(=O)N[C@H](C)C1=C2CCC(C2=CC=C1)(F)F (1-aminoethyl)-N-((R)-1-(1,1-difluoro-2,3-dihydro-1H-inden-4-yl)ethyl)-4-methoxy-2H-indazole-7-carboxamide